p-((R,S)-α-(1-(9H-fluoren-9-yl)-methoxyformamido)-2,4-dimethyloxybenzyl)-phenoxyacetic acid C1=CC=CC=2C3=CC=CC=C3C(C12)COC(=O)N[C@@H](C1=C(C=C(C=C1)OC)OC)C1=CC=C(OCC(=O)O)C=C1